C(C)N1C=2C=C3C(=CC2C(C=2C=CC=CC12)=O)N(C1=CC=CC=C1C3=O)CC 5,12-diethylquino(2,3-b)acridine-7,14(5h,12h)-dione